tert-Butyl 7-bromo-6-cyano-8-fluoro-2,3-dihydro-4H-benzo[b][1,4]oxazine-carboxylate BrC=1C(=CC2=C(OC(CN2)C(=O)OC(C)(C)C)C1F)C#N